C(CCCCCCCCCCCCCCCCC)(=O)O.C(CCCCCCCCCCCCCCCCC)(=O)O.CCC propane distearate